OC1=CC=C(C=N1)C1=CC=C(C=C1)C1=NN(C(C1)=O)C1=CC=CC=C1 3-(4-(6-hydroxypyridin-3-yl)phenyl)-1-phenyl-1H-pyrazol-5(4H)-one